CC(C(=NO)C)=NO Di-methylglyoxim